(4-hydroxybenzyl)-4-methoxy-9,10-dihydrophenanthrene-2,7-diol OC1=CC=C(CC2=C(C=C(C=3C4=CC=C(C=C4CCC23)O)OC)O)C=C1